potassium bistrimethylsilylaminide C[Si](C)(C)[N-][Si](C)(C)C.[K+]